4-(cyclopentylamino)pyridine-2-carboxamide C1(CCCC1)NC1=CC(=NC=C1)C(=O)N